1-BENZYL-4-METHYL-PYRROL-3-YLBORONIC ACID C(C1=CC=CC=C1)N1C=C(C(=C1)C)B(O)O